methyl-5-hydroxy-7-decene CCCCCC(CC=CCC)O